Lithium 5-(7-acetyl-3-ethyl-5,6,7,8-tetrahydroimidazo[1,5-a]pyrazine-1-carbonyl)-[2,3'-bipyridine]-6'-carboxylate C(C)(=O)N1CC=2N(CC1)C(=NC2C(=O)C=2C=CC(=NC2)C=2C=NC(=CC2)C(=O)[O-])CC.[Li+]